C[C@@H]1COCCN1C1=CC(=C(N=N1)C(C)=NO)C1CCOCC1 (R)-1-(6-(3-methylmorpholino)-4-(tetrahydro-2H-pyran-4-yl)pyridazin-3-yl)ethanone oxime